FC=1C=C2C(=C(NC2=C(C1)F)C1=CC=C(C=C1)F)C(C)C=1N=CN(C1C)COCC[Si](C)(C)C 5,7-difluoro-2-(4-fluorophenyl)-3-(1-(5-methyl-1-((2-(trimethylsilyl)ethoxy)methyl)-1H-imidazol-4-yl)ethyl)-1H-indole